CN1N=C(C(=C1)C=1C=CC(N(C1)CCC)=O)OCC1=CC=C(C=C1)C1=NC2=CC=CC=C2C=C1C 5-(1-methyl-3-{[4-(3-methylquinolin-2-yl)benzyl]oxy}-1H-pyrazol-4-yl)-1-propylpyridin-2(1H)-one